C(C)(C)(C)OC(=O)N1CC2CN(CC2C1)C(=O)C=1C=C2C(=C(NC2=CC1)Br)C(C)C 5-(2-bromo-3-isopropyl-1H-indole-5-carbonyl)hexahydropyrrolo[3,4-c]Pyrrole-2(1H)-carboxylic acid tert-butyl ester